O=C1NC=2C(=NC=CC2C2=CC=C(C=C2)NC(=O)N2CC(C2)(C)C)N1 N-(4-(2,3-dihydro-2-oxo-1H-imidazo[4,5-b]pyridin-7-yl)phenyl)-3,3-dimethylazetidine-1-carboxamide